(4S)-4-methyl-1,3,2-dioxathiolane 2,2-dioxide C[C@@H]1OS(OC1)(=O)=O